CN1C(=NC=C1C(C)C)C 1,2-dimethyl-5-(propan-2-yl)-1H-imidazole